FC1=C(OC2=C(N=C(S2)C(=O)N)C)C=CC(=C1)N1N=C2N(C1=O)[C@@H](CC2)C2=CC=CC=C2 5-[2-fluoro-4-[(5S)-3-oxo-5-phenyl-6,7-dihydro-5H-pyrrolo[2,1-c][1,2,4]triazol-2-yl]phenoxy]-4-methyl-thiazole-2-carboxamide